C(C)C=1C(NC2=CC(=CN=C2C1)CN1CCN(CC1)C=1C=C2C=CN(C(C2=CC1)=C=O)C)=O 3-ethyl-7-((4-(2-methyl-1-carbonyl-1,2-dihydroisoquinolin-6-yl)piperazin-1-yl)methyl)-1,5-naphthyridin-2(1H)-one